C1(CC1)C1=NNC(=N1)C1CC2(CN(C2)C(=O)N2CC3(C2)CC(C3)CC3=NNC(=C3)C3(CC3)C(F)(F)F)C1 [6-(3-cyclopropyl-1H-1,2,4-triazol-5-yl)-2-azaspiro[3.3]heptan-2-yl]-[6-[[5-[1-(trifluoromethyl)cyclopropyl]-1H-pyrazol-3-yl]methyl]-2-azaspiro[3.3]heptan-2-yl]methanone